IC=1C=C(C=C2C(C(NC12)=O)=O)C(F)(F)F 7-iodo-5-trifluoromethylindoline-2,3-dione